ethyl 2-(2-((5-(3-(aminomethyl)phenyl)-7-(((tert-butoxycarbonyl)(2,2,2-trifluoroethyl)amino)methyl)benzofuran-3-yl)methoxy)phenyl)acetate NCC=1C=C(C=CC1)C=1C=C(C2=C(C(=CO2)COC2=C(C=CC=C2)CC(=O)OCC)C1)CN(CC(F)(F)F)C(=O)OC(C)(C)C